2-(((3-allyl-5-methyl-2-oxooxazolidin-5-yl)methoxy)methyl)-N-(1-methyl-1H-tetrazol-5-yl)-6-(trifluoromethyl)nicotinamide C(C=C)N1C(OC(C1)(C)COCC1=C(C(=O)NC2=NN=NN2C)C=CC(=N1)C(F)(F)F)=O